CNC(NC1CCC=2C(=CC=CC12)C(=O)N)=O (3-methyl-ureido)-2,3-dihydro-1H-indene-4-carboxamide